(E)-2-methyl-5-((1S,4aS,8aS)-trimethyl-2-methylenedecahydronaphthalen-1-yl)pent-2-en-1-yl acetate C(C)(=O)OC\C(=C\CC[C@@]1(C(C(C[C@@H]2CCCC[C@H]12)(C)C)=C)C)\C